ethyl 2-(((3-butyl-7-(dimethylamino)-2-(4-methoxybenzyl)-3-methyl-1,1-dioxido-5-phenyl-2,3,4,5-tetrahydro-1,2,5-benzothiadiazepin-8-yl)methyl)thio)acetate C(CCC)C1(N(S(C2=C(N(C1)C1=CC=CC=C1)C=C(C(=C2)CSCC(=O)OCC)N(C)C)(=O)=O)CC2=CC=C(C=C2)OC)C